(3S,4R)-4-((5-fluoro-4-(9-fluoro-1-methyl-1,2,3,4-tetrahydrobenzo[4,5]imidazo[1,2-a]pyrimidin-7-yl)pyrimidin-2-yl)amino)tetrahydro-2H-pyran-3-ol FC=1C(=NC(=NC1)N[C@H]1[C@@H](COCC1)O)C1=CC2=C(N=C3N2CCCN3C)C(=C1)F